ClC1=C(C(=NC(=C1)C1=C(C(=CC=C1)C1=C(C(=NC=C1)Cl)Cl)Cl)OC)CN(C(OC(C)(C)C)=O)C[C@H]1NC(CC1)=O (S)-tert-butyl ((4-chloro-6-(2-chloro-3-(2,3-dichloropyridin-4-yl)phenyl)-2-methoxypyridin-3-yl)methyl)((5-oxopyrrolidin-2-yl)methyl)carbamate